(2-methyl-4-nitrophenyl)(4-methylpiperazine-1-yl)methanone CC1=C(C=CC(=C1)[N+](=O)[O-])C(=O)N1CCN(CC1)C